C(C)(C)(C)C1=NC(=NO1)C(=O)NCC1=C(C=C(C=C1)C1=NC=NN2C1=CC(=C2)C=2C=NC=NC2)C 5-(tert-butyl)-N-(2-methyl-4-(6-(pyrimidin-5-yl)pyrrolo[2,1-f][1,2,4]triazin-4-yl)benzyl)-1,2,4-oxadiazole-3-carboxamide